(S)-5-((R)-2-(2-hydroxy-2-methylpropyloxy)-4-methylpentanoyl)-N-((S)-3-oxo-1-((S)-2-oxopyrrolidin-3-yl)-4-(trifluoromethoxy)butan-2-yl)-5-azaspiro[2.4]heptane-6-carboxamide OC(CO[C@@H](C(=O)N1CC2(CC2)C[C@H]1C(=O)N[C@@H](C[C@H]1C(NCC1)=O)C(COC(F)(F)F)=O)CC(C)C)(C)C